C1(=CC=C(C=C1)C1CN(CCC1)C(C)C)C1=CC=CC=C1 3-([1,1'-biphenyl]-4-yl)-1-isopropylpiperidine